NC1=C(C=C(C(=C1)C(=O)OC)C)SC[C@@H](C(=O)O)NC(=O)OC(C)(C)C (2R)-3-(2-amino-4-methoxycarbonyl-5-methyl-phenyl)thio-2-(tert-butoxycarbonylamino)propionic acid